5-bromopyrazolo[1,5-A]pyridine BrC1=CC=2N(C=C1)N=CC2